N-(6-(3-(2,5-bis(trifluoromethyl)phenylsulfonamido)-2,6-difluorophenyl)quinazolin-2-yl)pivaloamide FC(C1=C(C=C(C=C1)C(F)(F)F)S(=O)(=O)NC=1C(=C(C(=CC1)F)C=1C=C2C=NC(=NC2=CC1)NC(C(C)(C)C)=O)F)(F)F